ClC=1C(NN=CC1N1CC=2N(CC1)C(=CN2)C(OC)C2=C(C=CC=C2C(F)(F)F)F)=O 4-Chloro-5-(3-((2-fluoro-6-(trifluoromethyl)phenyl)(methoxy)methyl)-5,6-dihydroimidazo[1,2-a]pyrazin-7(8H)-yl)pyridazin-3(2H)-one